C12(CC3CC(CC(C1)C3)C2)COCC=2N=C(SC2)CSC2=C3C(N(C(C3=CC=C2)=O)C2C(NC(CC2)=O)=O)=O 4-(((4-(((adamantan-1-yl)methoxy)methyl)thiazol-2-yl)methyl)thio)-2-(2,6-dioxopiperidin-3-yl)isoindoline-1,3-dione